C(C)(=O)[O-].C(CCCCCCCCCC)[N+]1(CCCC1)CC 1-undecyl-1-ethylpyrrolidinium acetate